tert-butyl (2S)-4-{4-amino methyl-7H-pyrrolo[2,3-d]pyrimidin-6-yl}-2-methylpyrrolidine-1-carboxylate NCC=1C2=C(N=CN1)NC(=C2)C2C[C@@H](N(C2)C(=O)OC(C)(C)C)C